C(CCCCCCCCCCC)C1OC(CN(C1)CCO)CCCCCCCCCCCC 2-(2,6-didodecylmorpholino)ethan-1-ol